ClC1=C(OC2=CC=C(C=C2)C2=NC3=CC(=C(C=C3C(=N2)N)OCCOC)OCCOC)C=CC=C1 (4-(2-chlorophenoxy)phenyl)-6,7-bis(2-methoxyethoxy)quinazolin-4-amine